C(C)(C)C1=CC=C(C=C1)C=1OC(C(N1)=CC=1SC=CC1)=O 2-(4-isopropylphenyl)-4-(thiophen-2-ylmethylene)oxazol-5(4H)-one